5,6-dibromo-2,3-dihydro-1,1,2,2,3,3-hexamethyl-1H-indene-4,7-d2 BrC1=C(C=2C(C(C(C2C(=C1Br)[2H])(C)C)(C)C)(C)C)[2H]